(S)-[1-(Bicyclo[1.1.1]pentan-1-yl)-1H-1,2,3-triazol-4-yl](6-fluoro-2-methylpyridin-3-yl)methanamine C12(CC(C1)C2)N2N=NC(=C2)[C@@H](N)C=2C(=NC(=CC2)F)C